tricyclo[5.2.1.02,6]dec-8-ene-3,4,5-triol C12C3C(C(C(C3C(C=C1)C2)O)O)O